1-(3-(difluoromethyl)-5-nitrophenyl)ethan-1-one FC(C=1C=C(C=C(C1)[N+](=O)[O-])C(C)=O)F